OCC1=C(N=C(S1)NC1=CC=C(C=C1)S(=O)(=O)N)C1=CC(=NC=C1)C 4-((5-(Hydroxymethyl)-4-(2-methylpyridin-4-yl)thiazol-2-yl)amino)benzenesulfonamide